3-(5-Cyano-6-oxo-4-thiophen-2-yl-1,6-dihydro-pyrimidin-2-ylsulfanylmethyl)-benzamide C(#N)C1=C(N=C(NC1=O)SCC=1C=C(C(=O)N)C=CC1)C=1SC=CC1